(S)-2-(5-(2-fluorophenyl)-4-(4-isobutyryl-2-methylpiperazin-1-yl)-7H-pyrrolo[2,3-d]pyrimidin-7-yl)thiazole-5-carbonitrile FC1=C(C=CC=C1)C1=CN(C=2N=CN=C(C21)N2[C@H](CN(CC2)C(C(C)C)=O)C)C=2SC(=CN2)C#N